ClC=1C=C(NC2(CCC3(C(CC4=CC=CC=C34)CC(C(C)C)COC3=CC=CC=C3)CC2)C(=O)O)C=CC1 (1r,4r)-4-(3-chloroanilino)-2'-[3-methyl-2-(phenoxymethyl)butyl]-2',3'-dihydrospiro[cyclohexane-1,1'-indene]-4-carboxylic acid